BrC1=CC(=C(C(=O)OC)C=C1)OCCOC1=NC(=CC=C1)Cl methyl 4-bromo-2-(2-((6-chloropyridin-2-yl)oxy)ethoxy)benzoate